2-(3-fluoro-2'-(pyrrolidin-1-yl)-[2,4'-bipyridin]-3'-yl)-1-((2-(trimethylsilyl)ethoxy)methyl)-1H-benzo[d]imidazole FC=1C(=NC=CC1)C1=C(C(=NC=C1)N1CCCC1)C1=NC2=C(N1COCC[Si](C)(C)C)C=CC=C2